2-(1-(tert-butoxycarbonyl)-3,3-difluoropiperidin-4-yl)acetic acid C(C)(C)(C)OC(=O)N1CC(C(CC1)CC(=O)O)(F)F